(S)-5-methyl-1-(1-(4-(piperidin-3-yl)benzyl)-1H-indol-5-yl)-1H-pyrazole-3-carboxamide CC1=CC(=NN1C=1C=C2C=CN(C2=CC1)CC1=CC=C(C=C1)[C@H]1CNCCC1)C(=O)N